(1s,4s)-4-(8-(2-chloro-4,6-difluorophenylamino)-2-(tetrahydro-2H-pyran-4-ylamino)-9H-purin-9-yl)cyclohexanecarboxamide ClC1=C(C(=CC(=C1)F)F)NC=1N(C2=NC(=NC=C2N1)NC1CCOCC1)C1CCC(CC1)C(=O)N